[C@H]12[C@@H]([C@@H]([C@H](C=C1)C2)C(=O)OCC(CCCC)CC)C(=O)OCC(CCCC)CC bis(2-ethylhexyl) (1R,2S,3R,4S)-bicyclo[2.2.1]hept-5-ene-2,3-dicarboxylate